C1(=CC=CC=C1)S(=O)(=O)CCOC([O-])=O 2-(Phenylsulfonyl)ethyl-carbonat